N1=C(N=CC=C1)C1=CC(=CN1)C(=O)OC methyl 5-(pyrimidin-2-yl)-1H-pyrrole-3-carboxylate